4-(2-(5-(2-chlorophenyl)-1,1-dioxido-1,2,5-thiadiazolidin-2-yl)acetamido)adamantan-1-carboxamide ClC1=C(C=CC=C1)N1CCN(S1(=O)=O)CC(=O)NC1C2CC3(CC(CC1C3)C2)C(=O)N